NC1=C(C=C(C=N1)B(O)O)O[C@H](C)C1=C(C=NC=C1F)F {6-amino-5-[(1R)-1-(3,5-difluoropyridin-4-yl)ethoxy]pyridin-3-yl}boronic acid